NCC=1C=C(C=CC1)C1CCN(CC1)C(=O)C1=CC(=C(C(=O)N)C=C1)O 4-(4-(3-(aminomethyl)phenyl)piperidine-1-carbonyl)-2-hydroxybenzamide